CC1C(C2(CC2)CCC1=O)=O 5-methyl-spiro[2.5]octane-4,6-dione